[Na+].FC(C1=C(C(=NN1CCOC)CCCCC\C=C/C\C=C/CCCCCCCC(=O)[O-])C1=C(C(=C(C=C1)B1OC(C(O1)(C)C)(C)C)F)F)F 5-(difluoromethyl)-4-[2,3-difluoro-4-(4,4,5,5-tetramethyl-1,3,2-dioxaborolan-2-yl)phenyl]-1-(2-methoxyethyl)pyrazoleLinoleic acid sodium salt